[N+](=O)([O-])C1=CC=C(C=C1)N1CC2CN(C(C1)C2)C(=O)OC(C)(C)C tert-butyl 3-(4-nitrophenyl)-3,6-diazabicyclo[3.2.1]octane-6-carboxylate